3-[4-(4-amino-1-piperidyl)-3-(3,5-difluorophenyl)-6-quinolyl]-2-hydroxybenzonitrile hydrochloride Cl.NC1CCN(CC1)C1=C(C=NC2=CC=C(C=C12)C=1C(=C(C#N)C=CC1)O)C1=CC(=CC(=C1)F)F